phenyltris(pyrazolyl)borate C1(=CC=CC=C1)[B-](C1=NNC=C1)(C1=NNC=C1)C1=NNC=C1